(4-((1R,2S,5S)-3-azabicyclo[3.1.0]hexane-2-carbonyl)piperazin-1-yl)(4-((3-(2,3-difluoro-4-methoxy-phenyl)imidazo[1,2-a]pyrazin-8-yl)amino)-2-methylphenyl)methanone hydrochloride Cl.[C@@H]12[C@H](NC[C@H]2C1)C(=O)N1CCN(CC1)C(=O)C1=C(C=C(C=C1)NC=1C=2N(C=CN1)C(=CN2)C2=C(C(=C(C=C2)OC)F)F)C